FC1=CC(=CC2=C1OCO2)C=2C=C1C(=NC2)N(N=C1NC(CC(C)(C)C)=O)CCC(C)C N-(5-(7-fluorobenzo[d][1,3]dioxol-5-yl)-1-isopentyl-1H-pyrazolo[3,4-b]pyridin-3-yl)-3,3-dimethylbutanamide